C(C)(C)(C)OC(=O)N(C1=NC=C(C=C1S(=O)(=O)CC)C1(CC1)C#N)CC=1SC(=CC1C(=O)OC)C(C(F)(F)F)(F)F methyl 2-[[tert-butoxycarbonyl-[5-(1-cyanocyclopropyl)-3-ethylsulfonyl-2-pyridyl]amino]methyl]-5-(1,1,2,2,2-pentafluoroethyl)thiophene-3-carboxylate